4,5-diphenyl-pyrimidine C1(=CC=CC=C1)C1=NC=NC=C1C1=CC=CC=C1